3-methylbutyric anhydride CC(CC(=O)OC(CC(C)C)=O)C